2-((1-(5-(isoindolin-2-yl)-3,9-dimethyl-[1,2,4]triazolo[4,3-c]quinazolin-7-yl)ethyl)amino)benzoic acid C1N(CC2=CC=CC=C12)C1=NC=2C(=CC(=CC2C=2N1C(=NN2)C)C)C(C)NC2=C(C(=O)O)C=CC=C2